4-isopropyl-2-[1-(2-methoxy-1-methyl-ethoxy)ethoxy]-1-methylenecyclohexane C(C)(C)C1CC(C(CC1)=C)OC(C)OC(COC)C